6-(((5-amino-1,3,4-thiadiazol-2-yl)oxy)methyl)pyridine-2-carboxylic acid methyl ester COC(=O)C1=NC(=CC=C1)COC=1SC(=NN1)N